C1(=CC=CC=C1)C=1OC=C(C1C(=O)O)C(=O)O 2-phenylfuran-3,4-dicarboxylic acid